N-((S)-1-cycloheptyl-2-((4-((R)-3-(4-methylpiperazin-1-yl)-3-oxo-2-propionamidopropyl)phenyl)amino)-2-oxoethyl)-1-(prop-2-yn-1-yl)-1H-pyrazole-5-carboxamide C1(CCCCCC1)[C@@H](C(=O)NC1=CC=C(C=C1)C[C@H](C(=O)N1CCN(CC1)C)NC(CC)=O)NC(=O)C1=CC=NN1CC#C